C1(CCCCC1)N1N=CC=2C1=NC(=NC2NC(=O)C=2SC(=CC2)[N+](=O)[O-])N2CC(CC2)(F)F N-(1-cyclohexyl-6-(3,3-difluoropyrrolidin-1-yl)-1H-pyrazolo[3,4-d]pyrimidin-4-yl)-5-nitrothiophene-2-carboxamide